C(C)(C)(C)OC(NC1=CC=2N(C(=C1)Cl)N=CC2Cl)=O N-(3,7-dichloropyrazolo[1,5-a]pyridin-5-yl)-carbamic acid tert-butyl ester